N-(3-cyano-4-hydroxyphenyl)-4-(1H-pyrrolo[2,3-b]pyridin-5-yl)benzo[b]thiophene C(#N)C=1C=C(C=CC1O)N1C=CC=2C1=NC=C(C2)C2=CC=CC=1SC=CC12